N=1NN=NC1CO[C@@H]1[C@H]([C@H]([C@H](O[C@@]12CCCO2)CO)O)N2N=NC(=C2)C2=CC(=C(C(=C2)F)F)F (5S,7R,8R,9S,10R)-10-((2H-tetrazol-5-yl)methoxy)-7-(hydroxymethyl)-9-(4-(3,4,5-trifluorophenyl)-1H-1,2,3-triazol-1-yl)-1,6-dioxaspiro[4.5]decan-8-ol